2-chloro-4-((1-methyl-3-(2-(2-methyloxiran-2-yl)ethyl)-2-oxo-2,3-dihydro-1H-benzo[d]imidazol-5-yl)amino)nicotinonitrile ClC1=C(C#N)C(=CC=N1)NC1=CC2=C(N(C(N2CCC2(OC2)C)=O)C)C=C1